6-(7H-pyrrolo[2,3-d]pyrimidin-4-yl)-1,2,3,4-tetrahydronaphthalen-1-amine N1=CN=C(C2=C1NC=C2)C=2C=C1CCCC(C1=CC2)N